2-(2-chloropyridin-3-yl)-1-(7-fluoro-5-(2-((1-methyl-1H-pyrazol-5-yl)amino)pyrimidin-4-yl)indolin-1-yl)ethan-1-one ClC1=NC=CC=C1CC(=O)N1CCC2=CC(=CC(=C12)F)C1=NC(=NC=C1)NC1=CC=NN1C